ClC=1C(=C(C=C(C1)OC)[C@@H](N[S@](=O)C(C)(C)C)C12CCC(CC1)(C2)F)F (R)-N-((S)-(3-chloro-2-fluoro-5-methoxyphenyl)(4-fluorobicyclo[2.2.1]heptan-1-yl)methyl)-2-methylpropane-2-sulfinamide